CN(C(=O)C=1N(C=C(C1)C1=CC(=CC=C1)[C@@H](C)NC(C1=C(C=CC(=C1)N1CCN(CC1)C)C)=O)C)C N,N,1-Trimethyl-4-[3-[(1R)-1-[[2-methyl-5-(4-methylpiperazin-1-yl)benzoyl]amino]ethyl]phenyl]pyrrole-2-carboxamide